C(CCC)OC1=C(C=C(C=C1C)B(O)O)C 4-BUTOXY-3,5-DIMETHYLPHENYLBORONIC ACID